NCCOC=1C=C(OCCCCCO)C=CC1 5-(3-(2-aminoethoxy)phenoxy)pentan-1-ol